C(C=C)(=O)N1CCN(C2(CC2)C1)C=1C2=C(N(C(N1)=O)C=1C(=NC=CC1C)C(C)C)N=C(C(=C2)C#N)C2=C(C=CC=C2)F 4-(7-acryloyl-4,7-diazaspiro[2.5]octan-4-yl)-7-(2-fluorophenyl)-1-(2-isopropyl-4-methylpyridin-3-yl)-2-oxo-1,2-dihydropyrido[2,3-d]pyrimidine-6-carbonitrile